NC1=C(C=C(C=N1)C1=CC=C(C=C1)C(=O)N1CCC(CC1)N1CCCC1)OCC1=C(C(=CC=C1)F)C(F)(F)F {4-[6-amino-5-(3-fluoro-2-trifluoromethyl-benzyloxy)-pyridin-3-yl]-phenyl}-(4-pyrrolidin-1-yl-piperidin-1-yl)-methanone